(3R)-1-(5-((3-fluorophenyl)ethynyl)-2,3-dihydro-1H-inden-1-yl)-pyrrolidine-3-carboxylic acid FC=1C=C(C=CC1)C#CC=1C=C2CCC(C2=CC1)N1C[C@@H](CC1)C(=O)O